1,3-bis(4-aminobenzoyloxy)propane NC1=CC=C(C(=O)OCCCOC(C2=CC=C(C=C2)N)=O)C=C1